N-(6-(oxazol-5-yl)isoquinolin-3-yl)piperidine-4-carboxamide O1C=NC=C1C=1C=C2C=C(N=CC2=CC1)NC(=O)C1CCNCC1